((1-(cyclopropylamino)cycloheptyl)methyl)-4-((3,4-difluorophenyl)ethynyl)benzamide C1(CC1)NC1(CCCCCC1)CC1=C(C(=O)N)C=CC(=C1)C#CC1=CC(=C(C=C1)F)F